C(C)O\C(=C/OC1=CC=C(C=C1)CN1N=CC(=C1)C(=O)OCCCCl)\C(F)(F)F 3-chloropropyl 1-[[4-[[(1Z)-2-ethoxy-3,3,3-trifluoro-1-propen-1-yl]oxy]phenyl]methyl]-1H-pyrazole-4-carboxylate